2-phenylpyrazolo[1,5-a]pyrimidin-6-amine C1(=CC=CC=C1)C1=NN2C(N=CC(=C2)N)=C1